5-{[4-hydroxy-1-(oxane-4-carbonyl)piperidin-4-yl]methyl}-1-phenyl-1H,4H,5H-pyrazolo[3,4-d]pyrimidin-4-one OC1(CCN(CC1)C(=O)C1CCOCC1)CN1C=NC2=C(C1=O)C=NN2C2=CC=CC=C2